Barium mercuric iodide [Hg](I)I.[Ba]